5-ethynylnaphthalene-2-ol C(#C)C1=C2C=CC(=CC2=CC=C1)O